N-methoxy-N-methyl-4-(methylamino)butanamide hydrochloride Cl.CON(C(CCCNC)=O)C